NC=1N=C(C2=C(C=NN(C2=O)CC2=CC=C(C=C2)CN2CCCC2)N1)N[C@@H](CO)CCC (R)-2-amino-4-((1-hydroxypentan-2-yl)amino)-6-(4-(pyrrolidin-1-ylmethyl)benzyl)pyrimido[4,5-d]pyridazin-5(6H)-one